C(C)(C)C1=C(C=CC=C1)B(O)O 2-isoprop-ylphenylboronic acid